2-(3-trifluoromethyl-phenyl)-propane-1,2,3-tricarboxylic acid FC(C=1C=C(C=CC1)C(CC(=O)O)(CC(=O)O)C(=O)O)(F)F